isoamylformate C(CC(C)C)C(=O)[O-]